(1R,3S)-3-(1-(tert-butyl)-5-((2-(methylamino)pyrimidin-4-yl)amino)-1H-pyrazol-3-yl)cyclopentyl (1-methylcyclopropyl)carbamate CC1(CC1)NC(O[C@H]1C[C@H](CC1)C1=NN(C(=C1)NC1=NC(=NC=C1)NC)C(C)(C)C)=O